ClC=1SC(=C(N1)CC(C)O)C (2-Chloro-5-methylthiazol-4-yl)propan-2-ol